CN(C)CC=1N=C(OC1)N(CC1=CC=C(C=C1)N1CCN(CC1)C)CC1=CC(=CC=C1)OC 4-((dimethylamino)methyl)-N-(3-methoxybenzyl)-N-(4-(4-methylpiperazin-1-yl)benzyl)oxazol-2-amine